tert-Amylperoxy-2-ethylhexanoate C(C)(C)(CC)OOC(C(=O)[O-])(CCCC)CC